C(C)(C)(C)OC(=O)N[C@H](C(=O)O)CCC1=CC(=CC=C1)Cl (S)-2-((tert-Butoxycarbonyl)amino)-4-(3-chlorophenyl)butanoic acid